7-fluoroquinolizine FC1=CN2CC=CC=C2C=C1